(1,3-dioxoisoindol-5-yl)-4,5-dimethyl-5-(trifluoromethyl)tetrahydrofuran-2-carboxamide O=C1NC(C2=CC(=CC=C12)C1(OC(C(C1)C)(C(F)(F)F)C)C(=O)N)=O